ethyl 1-((cis)-4-(4-amino-3-iodo-1H-pyrazolo[3,4-d]pyrimidin-1-yl) cyclohexyl)-1H-pyrazole-4-carboxylate NC1=C2C(=NC=N1)N(N=C2I)[C@H]2CC[C@H](CC2)N2N=CC(=C2)C(=O)OCC